ClC1=NC(=CC(=C1C=O)I)Cl 2,6-dichloro-4-iodopyridine-3-carbaldehyde